ethyl (1s,3s,4R)-2-[(1R)-1-phenylethyl]-2-azabicyclo[2.2.1]hept-5-ene-3-carboxylate C1(=CC=CC=C1)[C@@H](C)N1[C@@H]2C=C[C@H]([C@H]1C(=O)OCC)C2